2-(2-chlorophenyl)-N-[4-(2H-pyrazolo[3,4-c]pyridine-2-yl)-3-sulfamoylphenyl]acetamide ClC1=C(C=CC=C1)CC(=O)NC1=CC(=C(C=C1)N1N=C2C=NC=CC2=C1)S(N)(=O)=O